8-hydroxyquinolone C1=CC2=C(C(=C1)O)NC(=O)C=C2